FC1=C(C#N)C(=CC=C1C1=NNC(CC1C)=O)OCC(C)O 2-fluoro-6-(2-hydroxypropoxy)-3-(4-methyl-6-oxo-4,5-dihydro-1H-pyridazin-3-yl)benzonitrile